4-bromo-2-iodo-7-methoxy-1-tosyl-1H-pyrrolo[2,3-c]pyridine BrC1=C2C(=C(N=C1)OC)N(C(=C2)I)S(=O)(=O)C2=CC=C(C)C=C2